C(C)(C)C1=C(C=CC=C1)[C@@H]1NCCNC1 (2S)-2-(2-isopropylphenyl)piperazine